C(=O)C1CCC(CC1)N1N=CC(=C1)C(=O)OC(C)(C)C tertbutyl 1-(4-formylcyclohexyl)pyrazole-4-carboxylate